4-((4-(2-(1,4-Diazepan-1-yl)ethoxy)phenyl)amino)-2-(piperidin-1-yl)pyrimido[4,5-d]pyridazin-5(6H)-on N1(CCNCCC1)CCOC1=CC=C(C=C1)NC1=NC(=NC=2C=NNC(C21)=O)N2CCCCC2